N-(Benzothiazol-2-yl)-4-morpholinobenzamid S1C(=NC2=C1C=CC=C2)NC(C2=CC=C(C=C2)N2CCOCC2)=O